[Cl-].CN(S(=O)(=O)NCCC[N+](CCC[Si](OC)(OC)OC)(C)C)C 3-((N,N-dimethylsulfamoyl)amino)-N,N-dimethyl-N-(3-(trimethoxysilyl)propyl)propan-1-aminium chloride